1-(3-ethylsulfonylimidazo[1,2-a]pyridin-2-yl)ethanone C(C)S(=O)(=O)C1=C(N=C2N1C=CC=C2)C(C)=O